[Bi]=O.[Fe].[In] Indium-iron-bismuth oxide